N1(CCC1)CC1(CC1)NC(=O)C1CCC2=CC(=CC=C12)Br N-(1-(azetidin-1-ylmethyl)cyclopropyl)-5-bromo-2,3-dihydro-1H-indene-1-carboxamide